3,5-divinyl-aniline C(=C)C=1C=C(N)C=C(C1)C=C